piperidine-4-acetic acid ethyl ester C(C)OC(CC1CCNCC1)=O